rubidium-strontium [Sr].[Rb]